(S)-2-(2,6-dichloro-4-(4-phenyl-1H-imidazol-1-yl)benzamido)-3-(3-((R)-2,3-dihydro-1H-inden-1-yl)ureido)propanoic acid ClC1=C(C(=O)N[C@H](C(=O)O)CNC(=O)N[C@@H]2CCC3=CC=CC=C23)C(=CC(=C1)N1C=NC(=C1)C1=CC=CC=C1)Cl